CN(C1(CCC(CC1)NC=1N=CC2=C(N1)N(C(C(=C2)C2=C(C(=C(C(=C2)F)NS(=O)(=O)CCC(F)(F)F)F)F)=O)C(C)C)C)C N-(4-(2-((4-(dimethylamino)-4-methylcyclohexyl)amino)-8-isopropyl-7-oxo-7,8-dihydropyrido[2,3-d]pyrimidin-6-yl)-2,3,6-trifluorophenyl)-3,3,3-trifluoropropane-1-sulfonamide